(6-bromo-2-methoxypyridin-3-yl)-4-methyl-1-phenyl-1H-1,2,3-triazole-5-carboxamide BrC1=CC=C(C(=N1)OC)NC(=O)C1=C(N=NN1C1=CC=CC=C1)C